2-((2-((2,4-Dimethoxybenzyl)amino)-7-(6-(1-methylpiperidin-4-yl)pyridin-3-yl)pyrido[3,2-d]pyrimidin-4-yl)amino)-2-methylhexan-1-ol COC1=C(CNC=2N=C(C3=C(N2)C=C(C=N3)C=3C=NC(=CC3)C3CCN(CC3)C)NC(CO)(CCCC)C)C=CC(=C1)OC